C1(CCCC1)[C@@H](C(=O)N([C@@H](CC(=O)O)C(=O)N1CCOCC1)CCC1=CC=CC=C1)N(C)C(=O)OCC1C2=CC=CC=C2C=2C=CC=CC12 (3S)-3-[[(2S)-2-cyclopentyl-2-[9H-fluoren-9-ylmethoxycarbonyl-(methyl)amino]acetyl]-(2-phenylethyl)amino]-4-morpholino-4-oxo-butanoic acid